ClC=1C=C(C(=NC1)C1CC(=NO1)N1C[C@H]([C@H](C1)F)NS(=O)(=O)C)C1=C(C=CC=C1F)F N-[(3R,4S)-1-{5-[5-chloro-3-(2,6-difluorophenyl)pyridin-2-yl]-4,5-dihydro-1,2-oxazol-3-yl}-4-fluoropyrrolidin-3-yl]methanesulfonamide